CO[C@H](CCCCCC(C(=O)O)(C)C)[C@H](CCCCCC(C(=O)O)(C)C)OC (8R,9S)-8,9-dimethoxy-2,2,15,15-tetramethylhexadecanedioic acid